8-Benzyl-3-oxo-1,3,6,7,8,9-hexahydro-2,4,8-triaza-cyclopenta[a]naphthalene-2,5-dicarboxylic acid 2-tert-butyl ester 5-methyl ester COC(=O)C=1N=C2C(=C3CN(CCC13)CC1=CC=CC=C1)CN(C2=O)C(=O)OC(C)(C)C